(R)-1-(1-(6,7-difluoro-1-oxo-1,2-dihydroisoquinolin-4-yl)ethyl)-3-(2-fluorophenyl)-1-methylurea FC=1C=C2C(=CNC(C2=CC1F)=O)[C@@H](C)N(C(=O)NC1=C(C=CC=C1)F)C